CS(=O)(=O)O[C@H](C(=O)OCC1=CC=CC=C1)C benzyl (S)-2-((methylsulfonyl)oxy)propanoate